β-D-Mannuronat O[C@H]1[C@@H](O)[C@@H](O)[C@H](O)[C@H](O1)C(=O)[O-]